C(C)(C)(C)OC(=O)N1CC(CCC1)C1=NC(=CC=C1)CO 3-(6-(hydroxymethyl)pyridin-2-yl)piperidine-1-carboxylic acid tert-butyl ester